5-((5-(3-(3-(tert-butyl)phenyl)cyclopentyl)-1H-pyrazol-3-yl)amino)-4-fluoro-2,3-dihydrobenzo[d]isothiazole 1,1-dioxide C(C)(C)(C)C=1C=C(C=CC1)C1CC(CC1)C1=CC(=NN1)NC=1C=CC2=C(CNS2(=O)=O)C1F